C1OCCC12CN(CCC2)CC2=CC1=C(C(N(C=C1C(F)(F)F)C1=CC(=CC=C1)C1(CCC1)C1=NN=CN1C)=O)N2 2-((2-oxa-7-azaspiro[4.5]dec-7-yl)methyl)-6-(3-(1-(4-methyl-4H-1,2,4-triazol-3-yl)cyclobutyl)phenyl)-4-(trifluoromethyl)-1,6-dihydro-7H-pyrrolo[2,3-c]pyridin-7-one